1-(Methylamino)-2-(4-piperidyl)-1-ethanone CNC(CC1CCNCC1)=O